tert-Butyl 5-fluoro-7-methoxy-2,3-dihydro-1H-inden-1-ylcarbamate FC=1C=C2CCC(C2=C(C1)OC)NC(OC(C)(C)C)=O